FC1=CC=C(C=C1)CCCCCCC(=O)NC1=CC=C(C=C1)NCC1=CC=C(C=C1)C(F)(F)F 7-(4-fluorophenyl)-N-(4-((4-(trifluoromethyl)benzyl)amino)phenyl)heptanamide